tert-butyl(((1r,4r)-4-(methylsulfonyl)cyclohexyl)methyl)carbamate C(C)(C)(C)OC(NCC1CCC(CC1)S(=O)(=O)C)=O